dibenzyl 2-[5-(1-{[(2-methoxy-4-methylphenyl) (phenyl)methyl]carbamoyl} cyclopropyl)-1H-indol-3-yl]ethyl phosphate P(=O)(OCC1=CC=CC=C1)(OCC1=CC=CC=C1)OCCC1=CNC2=CC=C(C=C12)C1(CC1)C(NC(C1=CC=CC=C1)C1=C(C=C(C=C1)C)OC)=O